C(C)(C)C=1C(=NC=CC1)[Sn](CCCC)(CCCC)CCCC 3-isopropyl-2-(tributylstannyl)pyridine